ethyl 2-(2-((5-(1-aminoisoquinolin-5-yl)-1-(1-(ethylsulfonyl)pyrrolidin-3-yl)-1H-indazol-3-yl)methoxy)phenyl)acetate NC1=NC=CC2=C(C=CC=C12)C=1C=C2C(=NN(C2=CC1)C1CN(CC1)S(=O)(=O)CC)COC1=C(C=CC=C1)CC(=O)OCC